methyl 1-(4-(tert-butoxy)-4-oxobutyl)-1H-1,2,4-triazole-5-carboxylate C(C)(C)(C)OC(CCCN1N=CN=C1C(=O)OC)=O